C(C)(=O)C1=CC=C(C=N1)C1=C(C(=O)OC)C=C(C=C1)[N+](=O)[O-] Methyl 2-(6-acetylpyridin-3-yl)-5-nitrobenzoate